8-methyl-7-(3-(4-methylthiophen-3-yl)-7,8-dihydro-1,6-naphthyridin-6(5H)-yl)-4H-pyrimido[1,2-b]pyridazin-4-one CC1=CC=2N(N=C1N1CC=3C=C(C=NC3CC1)C1=CSC=C1C)C(C=CN2)=O